Cl.NCC1=CC(=C(C(=C1)Cl)C1C(NC(CC1)=O)=O)Cl 3-[4-(aminomethyl)-2,6-dichloro-phenyl]piperidine-2,6-dione hydrochloride